C(#C)C1=C2C(=CC(=CC2=CC=C1F)O)C1=CC=C2C(=NC(=NC2=C1F)OC[C@]12CCCN2C[C@@H](C1)F)N1CC2(CCN2)C1 5-ethynyl-6-fluoro-4-(8-fluoro-2-(((2R,7aS)-2-fluorotetrahydro-1H-pyrrolizin-7a(5H)-yl)methoxy)-4-(1,6-diazaspiro[3.3]heptan-6-yl)quinazolin-7-yl)naphthalen-2-ol